C(C)(C)(C)N(C(O)=O)[C@@H](C1CCC(CC1)(F)F)C=1N=C2N(N=C(C(=C2)[C@@H](C)N2C(NCC(C2)(F)F)=O)Cl)C1.ICCC[SiH](OCCCC)OCCCC iodopropyl-dibutoxysilane tert-butyl-((S)-(6-chloro-7-((R)-1-(5,5-difluoro-2-oxotetrahydropyrimidin-1(2H)-yl)ethyl)imidazo[1,2-b]pyridazin-2-yl)(4,4-difluorocyclohexyl)methyl)carbamate